N[C@H]1C2N(CC1CC2)C(=O)C2=CC1=C(N(C(=N1)C=1N(C3=CC=CC=C3C1)CC1CC1)CC=1C=NN(C1)C=1C=CC(=NC1)O)C(=C2)OC 5-[4-({5-[(7R)-7-amino-2-azabicyclo[2.2.1]heptane-2-carbonyl]-2-[1-(cyclopropylmethyl)-1H-indol-2-yl]-7-methoxy-1H-1,3-benzodiazol-1-yl}methyl)-1H-pyrazol-1-yl]pyridin-2-ol